8-((2-chlorothiazol-5-yl)methyl)-3-(4-(difluoromethoxy)phenyl)pyrido[2,3-d]pyrimidine-2,4(3H,8H)-dione ClC=1SC(=CN1)CN1C=CC=C2C1=NC(N(C2=O)C2=CC=C(C=C2)OC(F)F)=O